N-[3-[[(2'S,4R)-2-ethyl-2'-methyl-spiro[6,7-dihydrothieno[3,2-c]pyran-4,4'-piperidin]-1'-yl]methyl]cyclobutyl]hexanamide C(C)C1=CC2=C(CCO[C@]23C[C@@H](N(CC3)CC3CC(C3)NC(CCCCC)=O)C)S1